Methyl (S)-3-(7,8-dimethoxy-4-oxobenzo[4,5]thieno[3,2-d]pyrimidin-3(4H)-yl)-2-methylpropanoate COC1=CC2=C(C=3N=CN(C(C3S2)=O)C[C@@H](C(=O)OC)C)C=C1OC